di-2-pentyl azelate C(CCCCCCCC(=O)OC(C)CCC)(=O)OC(C)CCC